(2S,3S,4S,5S,6S)-2,3,4,5-tetrabenzyloxy-6-(iodomethyl)tetrahydropyran C(C1=CC=CC=C1)O[C@H]1O[C@@H]([C@H]([C@@H]([C@@H]1OCC1=CC=CC=C1)OCC1=CC=CC=C1)OCC1=CC=CC=C1)CI